1-((1S,2R)-2-methoxy-1-phenylpropyl)-1H-pyrazole-4-carboxylic acid ethyl ester C(C)OC(=O)C=1C=NN(C1)[C@H]([C@@H](C)OC)C1=CC=CC=C1